2'-(5-Fluoro-2-((5-(6-isopropyl-2,6-diazaspiro[3.3]heptan-2-yl)pyridin-2-yl)amino)pyrimidin-4-yl)-3',5'-dimethyl-5',6'-dihydro-4'H-spiro[cyclopropane-1,7'-thieno[3,2-c]pyridin]-4'-one FC=1C(=NC(=NC1)NC1=NC=C(C=C1)N1CC2(C1)CN(C2)C(C)C)C2=C(C=1C(N(CC3(C1S2)CC3)C)=O)C